4-{4-[(6S)-6-(2-methoxy-2-oxoethyl)-2,3,9-trimethyl-6H-thieno[3,2-f][1,2,4]triazolo[4,3-a][1,4]diazepin-4-yl]phenyl}butanoic acid COC(C[C@H]1C=2N(C3=C(C(=N1)C1=CC=C(C=C1)CCCC(=O)O)C(=C(S3)C)C)C(=NN2)C)=O